2-[2-(3,4-Difluoro-2-methoxy-phenoxy)-5-fluoro-4-(trifluoromethyl)phenyl]-5-(1H-tetrazol-5-yl)-1H-1,6-naphthyridin-4-one FC=1C(=C(OC2=C(C=C(C(=C2)C(F)(F)F)F)C=2NC3=CC=NC(=C3C(C2)=O)C2=NN=NN2)C=CC1F)OC